N-methyl-N-(pyridin-4-yl)carbamodithioate CN(C(=S)[S-])C1=CC=NC=C1